CC1=CN=C(N1C1CCOCC1)C1=NC=CC(=C1)C=1C=NC=C(C1)S(=O)(=O)C 5-Methyl-2-[5-(methylsulfonyl)-3,4'-bipyridin-2'-yl]-N-(tetrahydro-2H-pyran-4-yl)-1H-imidazole